C(C)(C)(C)OC(=O)N1CCC(CC1)C1=C(C(=O)O)C=CC=C1 2-(1-(tert-Butoxycarbonyl)piperidine-4-yl)benzoic Acid